CC1(OC=2C=C(C=C(C2C2C1CC=C(C2)C)O)C\C=C\CCCCC)C 6,6,9-Trimethyl-3-[(E)-oct-2-enyl]-6a,7,10,10a-tetrahydrobenzo[c]chromen-1-ol